FS(=O)(=O)NC(=N)N fluorosulfonylguanidine